COC=1C=C2CCN(CC2=CC1NC1=NC=C2C(=N1)N(N=C2C)[C@H]2C[C@@H](CCC2)C(=O)O)C (1R,3R)-3-(6-((6-methoxy-2-methyl-1,2,3,4-tetrahydroisoquinolin-7-yl)amino)-3-methyl-1H-pyrazolo[3,4-d]pyrimidin-1-yl)cyclohexane-1-carboxylic acid